Cl.NCC#CC1=CC=C(C=C1)NC(CCCCNC(C[C@H]1C=2N(C3=C(C(=N1)C1=CC=C(C=C1)Cl)C(=C(S3)C)C)C(=NN2)C)=O)=O (S)-N-(4-(3-aminoprop-1-yn-1-yl)phenyl)-5-(2-(4-(4-chlorophenyl)-2,3,9-trimethyl-6H-thieno[3,2-f][1,2,4]triazolo[4,3-a][1,4]diazepin-6-yl)acetamido)pentanamide hydrochloride